9-(tert-butyl) 3-ethyl 4-(methoxymethyl)-6-(prop-1-en-2-yl)-9H-pyrido[3,4-b]indole-3,9-dicarboxylate COCC1=C(N=CC=2N(C3=CC=C(C=C3C21)C(=C)C)C(=O)OC(C)(C)C)C(=O)OCC